CN(C1CCC(CC1)NC=1N=CC2=C(N1)N(C(C(=C2)C2=C(C(=C(C(=C2)F)NC(CC(C)C)=O)F)F)=O)C(C)C)C N-(4-(2-(((1r,4r)-4-(dimethylamino)cyclohexyl)amino)-8-iso-propyl-7-oxo-7,8-dihydropyrido[2,3-d]-pyrimidin-6-yl)-2,3,6-trifluorophenyl)-3-methylbutanamide